C(C)OC(=O)C=1C=C(C=NC1)B(O)O 5-(ethoxycarbonyl)pyridin-3-ylboronic acid